Bromomethyl pyruvate C(C(=O)C)(=O)OCBr